2-(3,9-diaza-bicyclo[3.3.1]nonan-9-yl)-5-(3,4-dichloro-2-methyl-2H-indazol-5-yl)-3-methyl-3,7-dihydro-4H-pyrrolo[2,3-d]pyrimidin-4-one C12CNCC(CCC1)N2C=2N(C(C1=C(N2)NC=C1C1=C(C2=C(N(N=C2C=C1)C)Cl)Cl)=O)C